[Mn].[Fe].[Bi] bismuth-iron-manganese